1-ethyl-3-methyl-1H-imidazol-3-ium chloride [Cl-].C(C)N1C=[N+](C=C1)C